oxa[5,7,8,11]tetraazacyclopentadecine O1C=CC=NC=NN=CC=NC=CC=C1